(3S,4R)-4-((5-fluoro-4-((4-methoxybenzyl)oxy)pyrimidin-2-yl)amino)tetrahydro-2H-pyran FC=1C(=NC(=NC1)NC1CCOCC1)OCC1=CC=C(C=C1)OC